CN1N=C2C(NC(C(=C2N[C@@H](C)C2=NC=CC=N2)C2=NC3=C(N2)C(=C(C=C3)N3CCOCC3)C)=O)=C1 (S)-2-methyl-6-(7-methyl-6-morpholino-1H-benzo[d]imidazol-2-yl)-7-((1-(pyrimidin-2-yl)ethyl)amino)-2H-pyrazolo[4,3-b]pyridin-5(4H)-one